(3S)-methyl 3-(5-(2,6-dimethylphenyl)pyridin-3-yl)-3-(3-methyl-2-(4-methyl-2-oxopyridin-1(2H)-yl)pentanamido)propanoate CC1=C(C(=CC=C1)C)C=1C=C(C=NC1)[C@H](CC(=O)OC)NC(C(C(CC)C)N1C(C=C(C=C1)C)=O)=O